6-(2,6-dichloro-3,5-dimethoxyphenyl)-N-((1-methylazetidin-3-yl)methyl)-2-(methylthio)pyrido[3,4-d]pyrimidine-8-amine ClC1=C(C(=C(C=C1OC)OC)Cl)C1=CC2=C(N=C(N=C2)SC)C(=N1)NCC1CN(C1)C